ClC1=C(C=CC=C1F)C1(CC1)C1=NOC(=N1)C1=NN(C(=C1)C(F)F)CC(=O)N1CCN(CC1)C(=O)OC(C)(C)C tert-butyl 4-(2-(3-(3-(1-(2-chloro-3-fluorophenyl)cyclopropyl)-1,2,4-oxadiazol-5-yl)-5-(difluoromethyl)-1H-pyrazol-1-yl)acetyl)piperazine-1-carboxylate